5-(1H-imidazol-1-yl)-N-((1r,4r)-4-(2-methoxyethoxy)cyclohexyl)-1H-indazole-7-carboxamide N1(C=NC=C1)C=1C=C2C=NNC2=C(C1)C(=O)NC1CCC(CC1)OCCOC